5-(azidomethyl)-1-ethyl-1H-pyrazole N(=[N+]=[N-])CC1=CC=NN1CC